NC=1C=2N(C(=CN1)OCC)C(=NC2C2=CC=C(C=C2)OC2=C(C(=CC=C2)OC)F)C2CC(CCC2)O 3-{8-Amino-5-ethoxy-1-[4-(2-fluoro-3-methoxy-phenoxy)-phenyl]-imidazo[1,5-a]pyrazin-3-yl}-cyclohexanol